CC1(C=CC=C1)[Ti]C1(C=CC=C1)C di(methylcyclopentadienyl)titanium